7-(1-ethylpiperidin-4-yl)-5-fluoro-3-(8-fluoro-2-methylimidazo[1,2-a]pyridin-6-yl)cinnoline C(C)N1CCC(CC1)C1=CC(=C2C=C(N=NC2=C1)C=1C=C(C=2N(C1)C=C(N2)C)F)F